4-propyl-1,1'-biphenyl C(CC)C1=CC=C(C=C1)C1=CC=CC=C1